N-(3-formyl-4-methoxynaphthalen-1-yl)methanesulfonamide C(=O)C=1C=C(C2=CC=CC=C2C1OC)NS(=O)(=O)C